C[C@H]1CN(C[C@H](N1)C)C1=NC(N2C3=C(C(=C(C=C13)C(F)(F)F)C1=CC=C(C=C1)F)SC[C@H](C2)OCOC)=O (S)-8-((3S,5R)-3,5-dimethylpiperazin-1-yl)-11-(4-fluorophenyl)-3-(methoxymethoxy)-10-(trifluoromethyl)-3,4-dihydro-2H,6H-[1,4]thiazepino[2,3,4-ij]quinazolin-6-one